3-(3-chloro-4-fluorophenyl)-1-(2-methoxy-4,6-dimethylpyrimidin-5-yl)-1-((5-(trifluoromethyl)-1H-pyrazol-3-yl)methyl)urea ClC=1C=C(C=CC1F)NC(N(CC1=NNC(=C1)C(F)(F)F)C=1C(=NC(=NC1C)OC)C)=O